C(CCC)NC(NCCOCCOCCNC(=O)NCCCC)=O 1,2-bis(2-(3-butylureido)ethoxy)ethane